ClC1=NC(=NC(=N1)N[C@@H](CO)CC(C)C)CC(C)C1=CC=C(C=C1)N(C(C)=O)C N-(4-(1-(4-chloro-6-(((R)-1-hydroxy-4-methylpentan-2-yl)amino)-1,3,5-triazin-2-yl)propan-2-yl)phenyl)-N-methylacetamide